7-(Cyclobutylamino)-5-fluoro-2-((piperidin-4-ylthio)methyl)quinazolin-4(3H)-one hydrochloride Cl.C1(CCC1)NC1=CC(=C2C(NC(=NC2=C1)CSC1CCNCC1)=O)F